C(C1=CC=CC=C1)O[C@@H]1[C@@H]([C@@H]2[C@@H](O[C@H](C(N2)=O)CC(=O)NCCCCNC(OC(C)(C)C)=O)O[C@@H]1COCC1=CC=CC=C1)OCC1=CC=CC=C1 tert-butyl (4-(2-((3S,4aR,6R,7R,8R,8aR)-7,8-bis(benzyloxy)-6-((benzyloxy)methyl)-2-oxohexahydro-1H,6H-pyrano[2,3-b][1,4]oxazin-3-yl)acetamido)butyl)carbamate